COC1=NC=CC(=C1)C=1C(=NC(=CC1)OC)NC(OC1=CC=CC=C1)=O phenyl (2',6-dimethoxy-[3,4'-bipyridin]-2-yl)carbamate